5-((2r,6s)-2,6-dimethylmorpholinyl)-5'-methyl-3H-spiro[furo[2,3-c]pyridin-2,3'-pyrrolidine] C[C@@H]1CN(C[C@@H](O1)C)C=1C=C2C(=CN1)OC1(CNC(C1)C)C2